pyrimidoimidazolidine N1CNC2=C1C=NC=N2